tert-butyl (S)-5-((((allyloxy)carbonyl)amino)oxy)-2-aminopentanoate C(C=C)OC(=O)NOCCC[C@@H](C(=O)OC(C)(C)C)N